N-[4-([1,2,4]triazolo[4,3-c]pyrimidin-7-yloxy)-3-methylphenyl]quinazoline-4,6-diamine N=1N=CN2C=NC(=CC21)OC2=C(C=C(C=C2)NC2=NC=NC1=CC=C(C=C21)N)C